NC1=NC2=C(C=CC=C2C(=N1)C=1N=NN(C1)CC=1C(N(C=CC1)C(C)C)=O)F 3-{[4-(2-amino-8-fluoro-4-quinazolinyl)-1H-1,2,3-triazol-1-yl]methyl}-1-isopropyl-1H-pyridin-2-one